3,3'-[(4-benzyl-1,4,7-triazecane-1,7-diyl)bis(methylene)]bis[N-(1,2-dihydroxyethyl)-2-hydroxy-5-methylbenzamide] C(C1=CC=CC=C1)N1CCN(CCCN(CC1)CC=1C(=C(C(=O)NC(CO)O)C=C(C1)C)O)CC=1C(=C(C(=O)NC(CO)O)C=C(C1)C)O